7-chloro-3-(2-chloro-4-(fluoromethyl)thiophen-3-yl)-1-(4-methoxyphenyl)-3,4-dihydropyrimido[4,5-d]pyrimidin-2(1H)-one ClC1=NC=C2C(=N1)N(C(N(C2)C2=C(SC=C2CF)Cl)=O)C2=CC=C(C=C2)OC